FC=1C=C(C=C(C1)F)C1=CC(=C(C=C1)NCCS(=O)(=O)NC)C1=NN(C=C1)CC=1C=NC=CC1 2-((3',5'-difluoro-3-(1-(pyridin-3-ylmethyl)-1H-pyrazol-3-yl)-[1,1'-biphenyl]-4-yl)amino)-N-methylethane-1-sulfonamide